CC1N2C(C3=CC=C(C=C3C1)C(=O)OC)=NC(=C2)C(F)(F)F methyl 5-methyl-2-(trifluoromethyl)-5,6-dihydroimidazo[2,1-a]isoquinoline-8-carboxylate